2-{5-[(1S)-1-aminoethyl]-3-methyl-1H-1,2,4-triazol-1-yl}-1,3-thiazole-5-carbonitrile hydrochloride Cl.N[C@@H](C)C1=NC(=NN1C=1SC(=CN1)C#N)C